2-[1-(5-chloro-9-oxo-xanthen-3-yl)pyrrolidin-3-yl]acetic acid ClC1=C2OC=3C=C(C=CC3C(C2=CC=C1)=O)N1CC(CC1)CC(=O)O